(+/-)-trans-3-((2,6-dichloro-5-fluoropyridin-4-yl)amino)bicyclo[2.2.2]Octane ClC1=NC(=C(C(=C1)N[C@@H]1CC2CCC1CC2)F)Cl |r|